OC(CN1C(C=CC1=O)=O)C 1-(2-hydroxypropyl)-1H-pyrrole-2,5-dione